2,2,2-trifluoroethyl 2-((2R,5S)-5-methyl-2-(pyridin-4-yl)piperidin-1-yl)-2-oxoacetate C[C@H]1CC[C@@H](N(C1)C(C(=O)OCC(F)(F)F)=O)C1=CC=NC=C1